5-(3,5-Bis((E)-2-chlorobenzyl-methylene)-4-oxopiperidin-1-yl)-5-oxo-N-(4-sulfonylphenyl)pentanamide ClC1=C(C\C=C\2/CN(C\C(\C2=O)=C/CC2=C(C=CC=C2)Cl)C(CCCC(=O)NC2=CCC(C=C2)=S(=O)=O)=O)C=CC=C1